NC1=C2N=CN(C2=NC(=N1)Cl)[C@H]1[C@H]([C@@H]([C@H](O1)COC(C(=O)O)(C(=O)O)CC1=CC(=C(C=C1)C(F)(F)F)F)O)F 2-(((2R,3R,4S,5R)-5-(6-amino-2-chloro-9H-purin-9-yl)-4-fluoro-3-hydroxytetrahydro-furan-2-yl)methoxy)-2-(3-fluoro-4-(trifluoromethyl)benzyl)malonic acid